NC1=C(C=C(C=N1)B(O)O)O[C@H](C)C1=NC=CC(=C1)C {6-amino-5-[(1R)-1-(4-methylpyridin-2-yl)ethoxy]pyridin-3-yl}boronic acid